C1(CC1)C1=NC(=CC(=N1)C(=O)NC1=CC(=CC=C1)[C@]([C@H](C1=NN=CN1C)F)(C)F)CN1CC(C1)(C)F 2-cyclopropyl-N-(3-((1S,2S)-1,2-difluoro-1-(4-methyl-4H-1,2,4-triazol-3-yl)propan-2-yl)phenyl)-6-((3-fluoro-3-methylazetidin-1-yl)methyl)pyrimidine-4-carboxamide